Methylsulfonat CS(=O)(=O)[O-]